Cl.O1CCNC2=C1C=CC=C2 benzomorpholine hydrochloride